CC(CO)COC12C3CC(C3CCC(CCC1)(C2)C)(C)C 2-Methyl-3-((4,4,8-trimethyltricyclo[6.3.1.02,5]dodecan-1-yl)oxy)propan-1-ol